R-oxazoline O1C=NCC1